C\C=C\CCCCC (E)-oct-2-ene